3-[(4-methoxyphenyl)amino]prop-1-yn COC1=CC=C(C=C1)NCC#C